FC(CN1CCNC(C2=C1C1=C(O2)C=CC(=C1)C(F)(F)F)=O)([C@H]1OC[C@@H](OC1)CO)F 1-(2,2-difluoro-2-((2S,5S)-5-(hydroxymethyl)-1,4-dioxan-2-yl)ethyl)-9-(trifluoromethyl)-1,2,3,4-tetrahydro-5H-benzofuro[3,2-e][1,4]diazepin-5-one